4-dehydro-6-deoxyglucose O=C[C@H](O)[C@@H](O)C(=O)[C@H](O)C